L-8-anilino-1-naphthalenesulfonic acid ammonium salt [NH4+].N(C1=CC=CC=C1)C=1C=CC=C2C=CC=C(C12)S(=O)(=O)[O-]